FCC(C(=O)N1[C@@H](COC2=C(C1)C=NC=C2C#N)C)(C)C (3R)-4-(3-fluoro-2,2-dimethyl-propanoyl)-3-methyl-3,5-dihydro-2H-pyrido[3,4-f][1,4]oxazepine-9-carbonitrile